C1(=CC=CC=C1)N1CCC2=C1N=C(N=C2C=2C=NC=NC2)N2CCOCC2 4-(7-phenyl-4-(pyrimidin-5-yl)-6,7-dihydro-5H-pyrrolo[2,3-d]pyrimidin-2-yl)morpholine